NC1=C(C=C(C=C1)Br)NC1(CN(CCC1)CCOC1=C(C=NN1C)C1=CC(=CN(C1=O)C)C(=O)OC)C methyl 5-(5-(2-(3-((2-amino-5-bromophenyl) amino)-3-methylpiperidin-1-yl) ethoxy)-1-methyl-1H-pyrazol-4-yl)-1-methyl-6-oxo-1,6-dihydropyridine-3-carboxylate